ClC1=NC=C(C(=N1)C=1C=NN(C1)CCC)F 2-chloro-5-fluoro-4-(1-propyl-1H-pyrazol-4-yl)pyrimidine